3-oxo-3-(4-(2-(trifluoromethyl)pyridin-3-yl)cyclohex-3-en-1-yl)propionic acid ethyl ester C(C)OC(CC(C1CC=C(CC1)C=1C(=NC=CC1)C(F)(F)F)=O)=O